5-Chloro-6-(2,6-difluoro-4-(((3aR,5r,6aS)-2-methyloctahydrocyclopenta[c]pyrrol-5-yl)oxy)phenyl)-N-((S)-1,1,1-trifluoropropane-2-yl)-[1,2,4]triazolo[1,5-a]pyrimidin-7-amine ClC1=NC=2N(C(=C1C1=C(C=C(C=C1F)OC1C[C@@H]3[C@@H](CN(C3)C)C1)F)N[C@H](C(F)(F)F)C)N=CN2